cyclohexyl ((S)-1-hydroxypropan-2-yl)carbamate OC[C@H](C)NC(OC1CCCCC1)=O